COC1=C(C=C2C(=NC=NC2=C1)C1=CC=C(C=C1)NC(CC1=CC=C(C=C1)C(F)(F)F)=O)OCCCN1CCCC1 N-(4-(7-methoxy-6-(3-(pyrrolidin-1-yl)propoxy)quinazolin-4-yl)phenyl)-2-(4-(trifluoromethyl)phenyl)Acetamide